tert-Butyl (E)-3-((3-butyl-7-(dimethylamino)-3-ethyl-1,1-dioxido-5-phenyl-2,3,4,5-tetrahydro-1,2,5-benzothiadiazepin-8-yl)oxy)acrylate C(CCC)C1(NS(C2=C(N(C1)C1=CC=CC=C1)C=C(C(=C2)O/C=C/C(=O)OC(C)(C)C)N(C)C)(=O)=O)CC